C(C)(C)(C)CC(=O)OO.C(C)(=O)OOC(C)(C)C t-butyl peracetate (t-butyl peracetate)